(S)-1-(4,4-difluoroisochroman-1-yl)-N-methyl-methylamine FC1(CO[C@@H](C2=CC=CC=C12)CNC)F